4-(R)-benzyl-L-proline C(C1=CC=CC=C1)[C@@H]1C[C@H](NC1)C(=O)O